CN1CCC2(C[C@@H]2C(=O)N[C@@H](CCCCCC(CC)=O)C=2NC(=CN2)C=2C=C3C=CC(=NC3=CC2)C)CC1 (S)-6-Methyl-N-((S)-1-(5-(2-methylchinolin-6-yl)-1H-imidazol-2-yl)-7-oxononyl)-6-azaspiro[2.5]octan-1-carboxamid